tert-butyl 2-(3,5-dichloro-6-(trifluoromethyl)pyrazin-2-yl)-2,8-diazaspiro[4.5]decane-8-carboxylate ClC=1C(=NC(=C(N1)Cl)C(F)(F)F)N1CC2(CC1)CCN(CC2)C(=O)OC(C)(C)C